5-cyano-2-(methylsulfonyl)benzoic acid C(#N)C=1C=CC(=C(C(=O)O)C1)S(=O)(=O)C